CC1=CC=C(CCNC2=NC=C(C=N2)C2=NNC(O2)=O)C=C1 5-(2-((4-methylphenethyl)amino)pyrimidin-5-yl)-1,3,4-oxadiazol-2(3H)-one